(4-{[2-(4-fluorophenyl)imidazo[1,2-a]pyridine-3-yl]methyl}piperazin-1-yl)(2-methoxyphenyl)methanone FC1=CC=C(C=C1)C=1N=C2N(C=CC=C2)C1CN1CCN(CC1)C(=O)C1=C(C=CC=C1)OC